N-(3-(2-aminoquinazolin-6-yl)-2,4-difluorophenyl)-2,5-dichloro-3-(hydroxymethyl)benzenesulfonamide NC1=NC2=CC=C(C=C2C=N1)C=1C(=C(C=CC1F)NS(=O)(=O)C1=C(C(=CC(=C1)Cl)CO)Cl)F